C(C)NC=1C(=C(C(=O)N)C=CC1)C 3-ethylamino-2-methylbenzamide